(S)-2-methoxy-1-(2-methyl-4-(2-((5-(pyridin-4-yl)thiazolo-[5,4-b]pyridin-2-yl)-amino)pyridin-4-yl)-piperazin-1-yl)ethanone COCC(=O)N1[C@H](CN(CC1)C1=CC(=NC=C1)NC=1SC2=NC(=CC=C2N1)C1=CC=NC=C1)C